phenyl-(6-phenyl-3,6-dihydro-2H-1,2-oxazin-2-yl)methanone C1(=CC=CC=C1)C(=O)N1OC(C=CC1)C1=CC=CC=C1